N(=C=O)CO[Si](OC)(OC)CCCN=C=O isocyanato(isocyanato)propyltrimethoxysilane